C(C1=CC=CC=C1)OC(=O)N[C@@H](C(=O)OCC1=CC=CC=C1)CNC(C1=CC(=CC(=C1)F)[C@@H]1[C@@H](OCC1)CC)=O cis-(2R)-benzyl 2-(((benzyloxy)carbonyl)amino)-3-(3-(2-ethyltetrahydrofuran-3-yl)-5-fluorobenzamido)propanoate